3-fluoro-4-[[5-[2-fluoro-4-(trideuteriomethyl)anilino]-4-methyl-3-pyridyl]methyl]-N-(methylsulfamoyl)pyridin-2-amine FC=1C(=NC=CC1CC=1C=NC=C(C1C)NC1=C(C=C(C=C1)C([2H])([2H])[2H])F)NS(NC)(=O)=O